isocyanatomethyl-1-methylcyclohexylisocyanate N(=C=O)CC1C(CCCC1)(C)N=C=O